N1[C@H](CCC1)C(=O)C=1N=C2N(N1)[C@@H](C[C@@H]2F)C2=CC=CC=C2 (5S,7S)-2-(D-prolyl)-7-fluoro-5-phenyl-6,7-dihydro-5H-pyrrolo[1,2-b][1,2,4]triazole